N-(6-(5-ethylisoxazol-3-yl)-2,3-dihydrobenzofuran-3-yl)-5-methyl-1H-pyrazole-4-carboxamide C(C)C1=CC(=NO1)C1=CC2=C(C(CO2)NC(=O)C=2C=NNC2C)C=C1